(S)-2-(4-(4-chlorophenyl)-2,3,6-trimethyl-1-((1-methyl-1H-pyrazol-4-yl) methyl)-1H-pyrrolo[2,3-b]pyridin-5-yl)-2-hydroxyacetate ClC1=CC=C(C=C1)C1=C2C(=NC(=C1[C@@H](C(=O)[O-])O)C)N(C(=C2C)C)CC=2C=NN(C2)C